C(=O)NCCCCCCNC=O N,N'-diformyl-hexamethylenediamine